C(C1=CC=CC=C1)C1(CN(CC1)S(=O)(=O)C1=NN(N=C1)C)C=1C=C2C=NN(C2=CC1C)C=1C(=NN(C1)C)OC 5-(3-benzyl-1-((2-methyl-2H-1,2,3-triazol-4-yl)sulfonyl)pyrrolidin-3-yl)-1-(3-methoxy-1-methyl-1H-pyrazol-4-yl)-6-methyl-1H-indazole